C(CC)(=O)OC1=C(C(=C(C(=C1)C)O)CC)C (methyl-ethyl-methyl-4-hydroxy-phenyl) propionate